1-{[6-chloro-5-(trifluoromethyl)(2-pyridyl)]amino}-3-(hydroxy-methyl)-4-methylazoline-2,5-dione ClC1=C(C=CC(=N1)NN1C(C(=C(C1=O)C)CO)=O)C(F)(F)F